3-(4-methoxyphenoxy)pyrrolidine COC1=CC=C(OC2CNCC2)C=C1